S(N)(OC[C@@H]1[C@H](C[C@@H](C1)NC1=NC=NC=C1C(=O)C=1SC(=C(C1)[C@@H](C)O)Cl)O)(=O)=O [(1R,2S,4R)-4-{[5-{[5-chloro-4-[(1R)-1-hydroxyethyl]-2-thienyl]carbonyl}pyrimidin-4-yl]amino}-2-hydroxycyclopentyl]methyl sulfamate